BrC1=NC=C(C=C1)OCF 2-bromo-5-(fluoromethoxy)pyridine